copper 8-quinolinolate N1=CC=CC2=CC=CC(=C12)[O-].[Cu+2].N1=CC=CC2=CC=CC(=C12)[O-]